racemic-trans-4-[2-methoxy-4-(trifluoromethoxy)phenoxy]-6-(2-methylcyclopropyl)pyridine-3-carbonyl chloride COC1=C(OC2=C(C=NC(=C2)[C@H]2[C@@H](C2)C)C(=O)Cl)C=CC(=C1)OC(F)(F)F |r|